OCC1=CC=C(O1)C1=NC=2C(=C3C(=NC2)NC=C3)N1C=1C=NN(C1)CCC#N 3-(4-(2-(5-(Hydroxymethyl)furan-2-yl)imidazo[4,5-d]pyrrolo[2,3-b]pyridin-1(6H)-yl)-1H-pyrazol-1-yl)propanenitrile